C(C)OC(NCCC1=C(C=C(C(=C1)OC)Br)OC)=O Ethyl-[2-(4-bromo-2,5-dimethoxy-phenyl)ethyl]carbamate